benzyl N-[(1S)-2-[[(5R)-3-(2,6-difluorobenzoyl)-5-methyl-5,6-dihydro-4H-cyclopenta[b]thiophen-2-yl]amino]-1-methyl-2-oxo-ethyl]carbamate FC1=C(C(=O)C=2C3=C(SC2NC([C@H](C)NC(OCC2=CC=CC=C2)=O)=O)C[C@@H](C3)C)C(=CC=C1)F